bipyridyl acetate copper tetrafluoroborate F[B-](F)(F)F.[Cu+2].C(C)(=O)[O-].N1=C(C=CC=C1)C1=NC=CC=C1